C(C)(=O)N[C@@H]1CC[C@H](CC1)C(=O)N(CC12CCC(CC1)(CC2)C2=CC(=C(C=C2)OC)C)C2=NC=CC(=C2)C2=CN=C(S2)C(C)C (trans)-4-Acetamido-N-(4-(2-isopropylthiazol-5-yl)pyridin-2-yl)-N-((4-(4-methoxy-3-methylphenyl)bicyclo[2.2.2]octan-1-yl)methyl)cyclohexanecarboxamide